C(C)(C)N1C=CC2=CC=CC=C12 1-N-isopropylindole